NC1=NC2=CC=C(C=C2C=C1C1CC1)C(=O)N(CC1=NC=C(C=C1)C(F)(F)F)C(C)C1=NC=CC=N1 2-Amino-3-cyclopropyl-N-(1-(pyrimidin-2-yl)ethyl)-N-((5-(trifluoromethyl)pyridin-2-yl)methyl)quinoline-6-carboxamide